(E)-3-benzyl-5-(phenyl-(thiophen-2-yl)methylene)oxazolidine-2,4-dione C(C1=CC=CC=C1)N1C(O/C(/C1=O)=C(/C=1SC=CC1)\C1=CC=CC=C1)=O